hydroxybenzene-1-carboximidamide OC1=C(C=CC=C1)C(N)=N